O1CCNC2=C1C=CC(=C2)C(C)=O 1-(3,4-dihydro-2H-1,4-benzoxazin-6-yl)ethan-1-one